C1(=CC=CC=C1)S(=O)(=O)N(C1=CC(=C(C(=O)OC)C=C1)F)C methyl 4-[benzenesulfonyl(methyl)amino]-2-fluoro-benzoate